C1(CCC(CC1)=O)=O (1S,4S)-cyclohexane-1,4-dione